4-chloro-5,6-dimethyl-2-(trifluoromethyl)pyrimidine ClC1=NC(=NC(=C1C)C)C(F)(F)F